C[Si](OC1=C2C3=C(C(OC2=CC(=C1)CCCCC)(C)C)C=CC(=C3)C)(C)C trimethyl((6,6,9-trimethyl-3-pentyl-6H-benzo[c]chromen-1-yl)oxy)silane